4-methyl-6,7-dihydro-quinolin-8(5H)-one CC1=CC=NC=2C(CCCC12)=O